tert-butyl 4-(5-(2-hydroxyprop-2-yl) pyridin-2-yl)-3-oxopiperazine-1-carboxylate OC(C)(C)C=1C=CC(=NC1)N1C(CN(CC1)C(=O)OC(C)(C)C)=O